6-(Benzyloxy)-1-(4-bromophenyl)-5,7-difluoro-1H-indazole C(C1=CC=CC=C1)OC1=C(C=C2C=NN(C2=C1F)C1=CC=C(C=C1)Br)F